NC1=C2N=CN(C2=NC=N1)[C@@H]1C=C([C@H]([C@H]1O)O)[C@@H](C#C)O (1S,2R,5R)-5-(6-aminopurin-9-yl)-3-[(1R)-1-hydroxyprop-2-ynyl]cyclopent-3-ene-1,2-diol